C(C)(C)(C)C1(CCCC1)C(C)(C)C bis-tert-butyl-cyclopentane